ClC=1C=C(C=C(C1C1(CC(=C(C2=CC=CC=C12)O)\N=N\[H])S(=O)(=O)O)Cl)C1=CC(=C(C(=C1)Cl)C1(CC(=C(C2=CC=CC=C12)O)\N=N\[H])S(=O)(=O)O)Cl 1,1'-(3,3',5,5'-tetrachloro[1,1'-biphenyl]-4,4'-diyl)bis{4-hydroxy-3-[(E)-diazenyl]naphthalene-1-sulfonic acid}